2,4-dihydroxy-mesitylene OC1=C(C=C(C(=C1C)O)C)C